C(N)(OC=1N=C(C2=C(N1)C(=NN2CC=2C=NC(=CC2OC)C2CCN(CC2)CC#N)C)N[C@H](CCO)CCC)=O (S)-(1-((6-(1-(cyanomethyl) piperidin-4-yl)-4-methoxypyridin-3-yl) methyl)-7-((1-hydroxyhex-3-yl) amino)-3-methyl-1H-pyrazolo[4,3-d]pyrimidin-5-yl) carbamate